O=C(CCC(=O)SCCNC(CCNC([C@@H](C(COP(OP(OC[C@@H]1[C@H]([C@H]([C@@H](O1)N1C=NC=2C(N)=NC=NC12)O)OP(=O)(O)O)(=O)O)(=O)O)(C)C)O)=O)=O)C γ-ketovaleryl-CoA